(1s,3r)-1-allyl-3-(3-bromophenyl)-3-(4-methyl-4H-1,2,4-triazol-3-yl)cyclobutan-1-ol Ethyl-4-bromo-3-(4,6-dimethylpyridin-2-yl)-1H-pyrrole-2-carboxylate C(C)N1C(=C(C(=C1)Br)C1=NC(=CC(=C1)C)C)C(=O)OC1(CC(C1)(C1=NN=CN1C)C1=CC(=CC=C1)Br)CC=C